(R)-(-)-2-[6-(tert-butoxycarbonylamino)hexanamido]-2-phenylacetic acid C(C)(C)(C)OC(=O)NCCCCCC(=O)N[C@@H](C(=O)O)C1=CC=CC=C1